4-(6-acryloyl-2,6-diazaspiro[3.3]heptan-2-yl)-6-chloro-8-fluoro-7-(2-fluoro-6-hydroxyphenyl)-1-(2-isopropyl-4-methylpyridin-3-yl)-3-(methylsulfonyl)quinolin-2(1H)-one C(C=C)(=O)N1CC2(CN(C2)C2=C(C(N(C3=C(C(=C(C=C23)Cl)C2=C(C=CC=C2O)F)F)C=2C(=NC=CC2C)C(C)C)=O)S(=O)(=O)C)C1